benzylidene-bisacrylamide C(C1=CC=CC=C1)(C=CC(=O)N)C=CC(=O)N